ethyl 2-chloro-2-(hydroxyimino)acetate ClC(C(=O)OCC)=NO